(7-hydroxy-2-oxo-3H-1,3-benzoxazol-5-yl)carbamic acid tert-butyl ester C(C)(C)(C)OC(NC=1C=C(C2=C(NC(O2)=O)C1)O)=O